N'-(2-chloro-5-fluoro-phenyl)-6-(6-methoxy-3-pyridyl)-4-[[(1R,3S)-3-(propylamino)cyclopentyl]amino]pyrrolo[1,2-b]pyridazine-3-carboxamidine ClC1=C(C=C(C=C1)F)N=C(N)C1=C(C=2N(N=C1)C=C(C2)C=2C=NC(=CC2)OC)N[C@H]2C[C@H](CC2)NCCC